CC1=NC(=NC=C1N1CC2(C1)CN(CC2)C(=O)OC(C)(C)C)C(F)(F)F tert-butyl 2-(4-methyl-2-(trifluoromethyl)pyrimidin-5-yl)-2,6-diazaspiro[3.4]octane-6-carboxylate